FC1([C@H]2CC=3C(=NNC3C[C@]21C)C(=O)NC=2C=NN(C2)CC2CCN(CC2)C(=O)OC(C)(C)C)F tert-butyl 4-({4-[(4aS,5aR)-5,5-difluoro-5a-methyl-1H,4H,4aH,5H,5aH,6H-cyclopropa[f]indazole-3-amido]-1H-pyrazol-1-yl}methyl)piperidine-1-carboxylate